NCCC(C(=O)O)CCN 4-amino-2-(2-aminoethyl)butyric acid